isonicotinoate C(C1=CC=NC=C1)(=O)[O-]